CC1(CCC(CC1)(C(=O)O)C(=O)O)C.C1(CCCCC1)(CO)CO cyclohexanedimethanol (dimethylcyclohexanedicarboxylate)